BrC1=CC(=C(CN2C(N(CC(C2)=C)C2=CC(=C(C=C2)OC)OCCCCC)=O)C=C1)OC 1-(4-bromo-2-methoxybenzyl)-3-(4-methoxy-3-(pentyloxy)phenyl)-5-methylenetetrahydropyrimidin-2(1H)-one